CO[Si](C1=CC=C(C=C1)C=C)(C1=CC=CC2=CC=CC=C12)OC dimethoxy(1-naphthyl)(4-vinylphenyl)silane